C(#N)N1C[C@]2(CCC2C1)NC(C1=CC=C(C=C1)C=1C=NC=CC1NC1=CC=CC=C1)=O N-((1R)-3-Cyano-3-azabicyclo[3.2.0]heptan-1-yl)-4-(4-(phenylamino)pyridin-3-yl)benzamid